6-Chloro-9-ethyl-1-methyl-8-pyridin-4-yl-9H-pyrido[3,4-b]indole ClC=1C=C2C3=C(N(C2=C(C1)C1=CC=NC=C1)CC)C(=NC=C3)C